(R)-3-(4-Chloro-1-ethyl-1H-benzo[d][1,2,3]triazol-5-yl)-3-(3-(((R)-2-ethyl-2,3-dihydrobenzo[f][1,4]oxazepin-4(5H)-yl)methyl)-4-methylphenyl)propanoic acid ClC1=C(C=CC=2N(N=NC21)CC)[C@H](CC(=O)O)C2=CC(=C(C=C2)C)CN2C[C@H](OC1=C(C2)C=CC=C1)CC